1-(2-(4-chlorophenyl)-3,4-dimethyl-2H-pyrazolo[3,4-d]pyridazin-7-yl)-N-(pyridin-2-ylmethyl)piperidine-3-carboxamide ClC1=CC=C(C=C1)N1N=C2C(=NN=C(C2=C1C)C)N1CC(CCC1)C(=O)NCC1=NC=CC=C1